O[C@H]1C[C@@H](N(C1)C(=O)[C@@H](C(C)(C)C)N1N=NC(=C1)CN1C(CCCC1)C(=O)OC)C(NC)=O methyl 1-[[1-[(1R)-1-[(2R,4S)-4-hydroxy-2-(methylcarbamoyl)pyrrolidine-1-carbonyl]-2,2-dimethyl-propyl]triazol-4-yl]methyl]piperidine-2-carboxylate